CC(=CCC/C(=C/CC/C(=C/CC/C(=C\\CC/C(=C\\CC/C(=C\\CC/C(=C\\CC/C(=C\\CC/C(=C\\CC/C(=C\\CC/C(=C\\COP(=O)([O-])OP(=O)([O-])O[C@@H]1[C@@H]([C@H]([C@@H]([C@H](O1)CO)O)O[C@@H]2[C@H]([C@H]([C@@H]([C@H](O2)CO)O)O)O)NC(=O)C)/C)/C)/C)/C)/C)/C)/C)/C)/C)/C)C The molecule is an organophosphate oxoanion obtained by deprotonation of the diphosphate OH groups of alpha-D-mannosyl-(1->3)-N-acetyl-alpha-D-glucosaminyl-1-diphospho-ditrans,polycis-undecaprenol. Major species at pH 7.3. It is a conjugate base of an alpha-D-mannosyl-(1->3)-N-acetyl-alpha-D-glucosaminyl-1-diphospho-ditrans,polycis-undecaprenol.